C(CCC)[Sn](CCCC)(Cl)Cl Dibutyl-Tin Dichloride